O=C1NC2=CC=C(C=C2C12CCN(CC2)CCOC=2C=C1CCC(N(C1=CC2)C(C)C)=O)C#N 2-oxo-1'-(2-{[2-oxo-1-(propan-2-yl)-1,2,3,4-tetrahydroquinolin-6-yl]oxy}ethyl)-1,2-dihydrospiro[indole-3,4'-piperidine]-5-carbonitrile